2-Hydroxy-N-(2-hydroxyethyl)acetamide C(CO)NC(=O)CO